1,1-bis[4-(2-hydroxyethoxy)cyclohexyl]cyclohexane OCCOC1CCC(CC1)C1(CCCCC1)C1CCC(CC1)OCCO